5-chloro-N-((1r,4r)-4-((3-(4-fluorophenyl)-2-oxo-2,3-dihydro-1H-benzo[d]imidazol-1-yl)methyl)cyclohexyl)-2-methylnicotinamide ClC=1C=NC(=C(C(=O)NC2CCC(CC2)CN2C(N(C3=C2C=CC=C3)C3=CC=C(C=C3)F)=O)C1)C